3,5-dinitroo-toluic chloride [N+](=O)([O-])C1=C(C(=CC(=C1)[N+](=O)[O-])C)C(=O)Cl